5-(((1R,2R,3S)-2-amino-3-methylcyclopentyl)oxy)isobenzofuran-1(3H)-one N[C@H]1[C@@H](CC[C@@H]1C)OC=1C=C2COC(C2=CC1)=O